CC/1(N(CC\C1=C/C#CC1=NC(=CC=C1)C)C(=O)OC)C Methyl (3E)-2,2-dimethyl-3-[3-(6-methylpyridin-2-yl)prop-2-yn-1-ylidene]pyrrolidine-1-carboxylate